C(#N)C1=CC(=CC=2N=C(OC21)C=2C(=C(C=CC2)C2=C(C(=CC=C2)NC=2N=CC=C1C=C(C=NC21)CN[C@@H](CO)C)C)C)CN2CCCC2 (R)-1-((7-Cyano-2-(3'-(3-(((R)-1-hydroxypropan-2-ylamino)methyl)-1,7-naphthyridin-8-ylamino)-2,2'-dimethylbiphenyl-3-yl)benzo[d]oxazol-5-yl)methyl)pyrrolidin